O1C2=C(OCCC1)C=C(C=C2)CCNC(OC(C)(C)C)=O tert-butyl (2-(3,4-dihydro-2H-benzo[b][1,4]dioxepin-7-yl)ethyl)carbamate